ClC=1C=C(C=CC1F)NC(=O)C1=C(N=CN1C)C1CCC2(CC(C2)O)CC1 N-(3-chloro-4-fluorophenyl)-4-(2-hydroxyspiro[3.5]nonan-7-yl)-1-methyl-1H-imidazole-5-carboxamide